C1(=CC=CC=C1)C(C)C(C)C1=CC=CC=C1 2,3-diphenyl-butane